trifluoro-methoxybiphenyl FC=1C(=C(C(=C(C1)C1=CC=CC=C1)OC)F)F